3-(5-(4-(5-(difluoromethyl)-1,3,4-oxadiazol-2-yl)benzyl)-1,2,4-oxadiazol-3-yl)benzamide FC(C1=NN=C(O1)C1=CC=C(CC2=NC(=NO2)C=2C=C(C(=O)N)C=CC2)C=C1)F